6-(4-(7-((1-cyclohexylazetidin-3-yl)oxy)-2-methyl-2H-indazol-4-yl)-2,6-difluorobenzyl)-6,7-dihydro-5H-pyrrolo[3,4-b]pyridin-5-one-7,7-d2 C1(CCCCC1)N1CC(C1)OC1=CC=C(C2=CN(N=C12)C)C1=CC(=C(CN2C(C3=NC=CC=C3C2=O)([2H])[2H])C(=C1)F)F